CC1=CC=C(C=C1)NC(=O)NC(NC1=CC=CC=C1)=O 1-(4-Methylphenyl)-3-(phenylcarbamoyl)urea